(tert-butyloxycarbonyl)-L-serine C(C)(C)(C)OC(=O)N[C@@H](CO)C(=O)O